(S)-hexahydro-3H-oxazolo[3,4-a]pyrazin-3-one hydrochloride Cl.C1OC(N2[C@H]1CNCC2)=O